COC1=NC=CC(=C1)CC(=O)NC1=NNC(=C1)[C@H]1C[C@H](CC1)C1OCCCC1 (1S,3R)-3-(3-{[(2-methoxypyridin-4-yl)acetyl]amino}-1H-pyrazol-5-yl)cyclopentyl-tetrahydro-2H-pyran